CN1C(C2(CCOCC2)C=2C1=CC=1C(=NNC(C1C2)=O)C)=O 1,8-dimethylspiro[6H-pyrrolo[2,3-g]phthalazine-3,4'-tetrahydropyran]-2,5-dione